3-(trihydroxysilyl)propyl methylphosphonate monosodium salt [Na+].CP(OCCC[Si](O)(O)O)([O-])=O